2-[3-(2-benzyloxy-ethoxy)-phenyl]-4,4,5,5-tetramethyl[1,3,2]dioxaborolane C(C1=CC=CC=C1)OCCOC=1C=C(C=CC1)B1OC(C(O1)(C)C)(C)C